(S)-2-(3-fluoro-2-methoxy-5-(1-methylcyclopropyl)phenyl)-2-((R)-3-(methyl(5-(5,6,7,8-tetrahydro-1,8-naphthyridin-2-yl)pentyl)amino)pyrrolidin-1-yl)acetic acid FC=1C(=C(C=C(C1)C1(CC1)C)[C@@H](C(=O)O)N1C[C@@H](CC1)N(CCCCCC1=NC=2NCCCC2C=C1)C)OC